ClC=1C=C2C[C@H](CC2=CC1)NC=1C=CC(=NC1)[C@@H](C(F)(F)F)N(C(=O)[C@@H]1CNC(C1)=O)C (S)-N-((S)-1-(5-(((S)-5-Chloro-2,3-dihydro-1H-inden-2-yl)amino)pyridin-2-yl)-2,2,2-trifluoroethyl)-N-methyl-5-oxopyrrolidine-3-carboxamide